C1(CC1)C1=CN=C(N1)C1=CC=CC(=N1)NCCNC(=O)CCNC(OC(C)(C)C)=O tert-Butyl N-{2-[(2-{[6-(5-cyclopropyl-1H-imidazol-2-yl)pyridin-2-yl]amino}ethyl)carbamoyl]ethyl}carbamate